COCCN1CCCCC1 1-(2-methoxyethyl)piperidin